CN(C1(CCC2(CN(C(N2)=O)C(C)(C)C2=CC=CC=C2)CC1)C1=CC=CC=C1)C 8-(dimethylamino)-8-phenyl-3-(2-phenylprop-2-yl)-1,3-diazaspiro[4.5]decan-2-one